2-[3-[bis[(2,4-dimethoxyphenyl)methyl]sulfamoyl]-4-methoxy-phenyl]-2-methyl-propanamide COC1=C(C=CC(=C1)OC)CN(S(=O)(=O)C=1C=C(C=CC1OC)C(C(=O)N)(C)C)CC1=C(C=C(C=C1)OC)OC